1H-pyrazole-4-carboxylic acid trifluoroacetate FC(C(=O)O)(F)F.N1N=CC(=C1)C(=O)O